(R)-N-(2-(4-Cyanothiazolidin-3-yl)-2-oxoethyl)-6-(7-oxo-6-oxa-8-azaspiro[4.5]decan-8-yl)quinoline-4-carboxamide C(#N)[C@H]1N(CSC1)C(CNC(=O)C1=CC=NC2=CC=C(C=C12)N1C(OC2(CCCC2)CC1)=O)=O